N-(tert-butyl)-3-(4,4-difluoro-5'-(methylsulfonamido)spiro[cyclohexane-1,3'-indoline]-1'-carbonyl)benzenesulfonamide C(C)(C)(C)NS(=O)(=O)C1=CC(=CC=C1)C(=O)N1CC2(C3=CC(=CC=C13)NS(=O)(=O)C)CCC(CC2)(F)F